C([O-])([O-])=O.[Li+].[Mn+2] manganese compound with lithium carbonate